4-phenylbutyl isocyanate C1(=CC=CC=C1)CCCCN=C=O